(R)-N-methyl-1-(8-methylisochroman-1-yl)methanamine CNC[C@@H]1OCCC2=CC=CC(=C12)C